(E)-2-(((4-((2-(aminomethyl)-3-fluoroallyl)oxy)phenyl)sulfonyl)methyl)-2-azaspiro[4.4]nonan-1-one SODIUM [Na].NC/C(/COC1=CC=C(C=C1)S(=O)(=O)CN1C(C2(CC1)CCCC2)=O)=C\F